N-1-octanylglycine C(CCCCCCC)NCC(=O)O